N'-phenylquinoline-6-carbohydrazide C1(=CC=CC=C1)NNC(=O)C=1C=C2C=CC=NC2=CC1